4-(2-fluorobenzyl)-6-hydroxy-5-oxo-4,5-dihydrothieno[3,2-b]pyridine-7-carboxylic acid FC1=C(CN2C3=C(C(=C(C2=O)O)C(=O)O)SC=C3)C=CC=C1